2'-chloro-5'-methoxy-6-methyl-N-(5-(3-methyl-6-(trifluoromethyl)picolinoyl)-5,6-dihydro-4H-pyrrolo[3,4-d]thiazol-2-yl)-[4,4'-bipyridine]-3-carboxamide ClC1=NC=C(C(=C1)C1=C(C=NC(=C1)C)C(=O)NC=1SC2=C(N1)CN(C2)C(C2=NC(=CC=C2C)C(F)(F)F)=O)OC